N-Boc-aminoacetone tert-butyl-2-(2-(trifluoromethyl)pyrimidin-4-yl)-2,6-diazaspiro[3.4]octane-6-carboxylate C(C)(C)(C)OC(=O)N1CC2(CN(C2)C2=NC(=NC=C2)C(F)(F)F)CC1.C(=O)(OC(C)(C)C)NCC(C)=O